(3-Fluoro-5-(1-(4-fluorophenyl)-1H-pyrrol-3-yl)phenyl)methanamine, hydrochloride Cl.FC=1C=C(C=C(C1)C1=CN(C=C1)C1=CC=C(C=C1)F)CN